CC1=CCC(CC1)C(CC=O)C (+-)-3-(4-METHYL-3-CYCLOHEXEN-1-YL)BUTANAL